ClC=1C=NC(=NC1)OC1=C2C(=NC(=NC2=CC=C1)C(F)(F)F)CCCC(F)(F)F 5-(5-chloropyrimidin-2-yl)oxy-4-(4,4,4-trifluorobutyl)-2-(trifluoromethyl)quinazoline